C(C)C(CCCC(=O)[O-])(CC)CC triethylvalerate